CC1(CC(=NN1C(C)=O)C1=CC=C(C=C1)C)CC(=C)C1=CC=CC=C1 1-(5-methyl-5-(2-phenylallyl)-3-p-tolyl-4,5-dihydro-1H-pyrazol-1-yl)-1-ethanone